BrC1=C(C=CC=C1)C1(CN(CCC1)C1=CC(=NC(=N1)N)N)F 6-(3-(2-bromophenyl)-3-fluoropiperidin-1-yl)pyrimidine-2,4-diamine